ClC1=C(C=CC=C1NC(=O)C=1N(C2=C(CNCC2)N1)C)C1=C(C(=CC=C1)NC(=O)C=1N(C2=C(CNCC2)N1)C)Cl N,N'-(2,2'-Dichlorobiphenyl-3,3'-diyl)bis(1-methyl-4,5,6,7-tetrahydro-1H-imidazo[4,5-c]pyridin-2-carboxamid)